C[C@@H]1CN(C[C@@H](N1)C)C=1SC2=NC=C(C=C2N1)C(F)(F)F (3R,5S)-3,5-dimethyl-1-[6-(trifluoromethyl)-[1,3]thiazolo[5,4-b]pyridin-2-yl]piperazine